N1(CCCC1)C1=CC=C(C(=O)NC=2C=CC=C3C(=CC=NC23)C=2C=NN(C2)CC(F)(F)F)C=C1 4-(pyrrolidin-1-yl)-N-(4-(1-(2,2,2-trifluoroethyl)-1H-pyrazol-4-yl)quinolin-8-yl)benzamide